C12(CC3CC(CC(C1)C3)C2)CN2N=CC(=C2C)C2=C(C=3C=CC(=NC3C=C2)NC=2SC(=CN2)C(NC=2SC3=C(N2)C=CC=C3)=O)C(=O)O 6-(1-(adamantan-1-ylmethyl)-5-methyl-1H-pyrazol-4-yl)-2-((5-(benzo[d]thiazol-2-ylcarbamoyl)thiazol-2-yl)amino)quinoline-5-carboxylic acid